CC=1C=C(OCC(=O)O)C=C(C1CC1=CC(=C(C=C1)O)C(C)C)C 3,5-dimethyl-4-(4'-hydroxy-3'-isopropylbenzyl)-phenoxyacetic acid